FC1(CC(C(N(C2=C1C=C(C(=C2)C=2OC(=NN2)C(C(F)(F)F)(OC)F)F)CC2=CC=C(C=C2)OC(F)(F)F)=O)NC(OC(C)(C)C)=O)F tert-butyl N-[5,5,7-trifluoro-2-oxo-8-[5-(1,2,2,2-tetrafluoro-1-methoxy-ethyl)-1,3,4-oxadiazol-2-yl]-1-[[4-(trifluoromethoxy)phenyl]methyl]-3,4-dihydro-1-benzazepin-3-yl]carbamate